5-(4-(di-p-tolylamino)phenyl)thiophene-2-formaldehyde C1(=CC=C(C=C1)N(C1=CC=C(C=C1)C1=CC=C(S1)C=O)C1=CC=C(C=C1)C)C